[Pb].C(C=C)(=O)O acrylic acid lead